3-(9-carbazolyl)phenylboronic acid C1=CC=CC=2C3=CC=CC=C3N(C12)C=1C=C(C=CC1)B(O)O